CC1=CC(=C(C(=C1)CO)O)CO 2,6-Bis(hydroxymethyl)-p-cresol